ClC1=C(NC2=NSC=3C2=NC(=CN3)C=NCC(CC(=O)O)O)C=CC=C1C1=CC=CC=C1 4-((3-(2-chloro-3-phenylanilino)isothiazolo[4,5-b]pyrazin-5-ylmethylene)amino)-3-hydroxybutyric acid